4-(4-(4-(2-(4-chlorophenyl)-2,2-difluoroacetyl)piperazin-1-yl)piperidin-1-yl)-2-(2,6-dioxopiperidin-3-yl)isoindoline-1,3-dione ClC1=CC=C(C=C1)C(C(=O)N1CCN(CC1)C1CCN(CC1)C1=C2C(N(C(C2=CC=C1)=O)C1C(NC(CC1)=O)=O)=O)(F)F